ClC1=NC=C(C(=C1)C1=C(C=NC(=C1)C)C(=O)NC=1SC=2N=C(N=CC2N1)N1[C@H](COCC1)C)OC 2'-chloro-5'-methoxy-6-methyl-N-(5-[(3S)-3-methylmorpholin-4-yl]-[1,3]thiazolo[5,4-d]pyrimidin-2-yl)-[4,4'-bipyridine]-3-carboxamide